5-(4-(1-(aminomethyl)-5-((methyl-d3)amino)-4-oxo-3,4-dihydropyrido[3,4-d]Pyridazin-7-yl)-1-methyl-1H-pyrazol-5-yl)-2-cyclopropyl-6-fluoro-1-oxoisoindole-4-carbonitrile NCC=1C2=C(C(NN1)=O)C(=NC(=C2)C=2C=NN(C2C2=C(C=1CN(C(C1C=C2F)=O)C2CC2)C#N)C)NC([2H])([2H])[2H]